1-(2,3-dihydrobenzo[b][1,4]dioxin-6-yl)-3-(hydroxymethyl)pyridin-2(1H)-one O1C2=C(OCC1)C=C(C=C2)N2C(C(=CC=C2)CO)=O